C(C)(=O)NC=1C=CC=C2C=CC=NC12 8-(N-acetyl)aminoquinoline